(Z)-4-(2-(1,3-bis(4-Nitrophenyl)-5-oxo-1H-pyrazol-4(5H)-ylidene)hydrazinyl)benzenesulfonic acid [N+](=O)([O-])C1=CC=C(C=C1)N1N=C(/C(/C1=O)=N/NC1=CC=C(C=C1)S(=O)(=O)O)C1=CC=C(C=C1)[N+](=O)[O-]